((9,9-dimethyl-9H-fluoren-4-yl)ethynyl)triisopropylsilane CC1(C2=CC=CC=C2C=2C(=CC=CC12)C#C[Si](C(C)C)(C(C)C)C(C)C)C